CC1=C(C=C(C=C1)C)NC1=NC=C(C(=N1)NN1C(OC2=C1C=CC=C2)=O)C (2-(2,5-dimethylphenylamino)-5-methylpyrimidin-4-ylamino)benzo[d]oxazol-2(3H)-one